C(C)(C)(C)OC(=O)N1C(CNCC1)C1=CC(=C(C=C1)NC(=O)C=1OC(=CC1)C#N)N1CCCCC1 (4-(5-cyanofuran-2-carboxamido)-3-(piperidin-1-yl)phenyl)piperazine-1-carboxylic acid tert-butyl ester